4-(2-(6-(4-chloro-2-iodophenyl)-4-methyl-1,1-dioxido-1,2,6-thiadiazinan-2-yl)acetamido)adamantane-1-carboxamide ClC1=CC(=C(C=C1)N1CC(CN(S1(=O)=O)CC(=O)NC1C2CC3(CC(CC1C3)C2)C(=O)N)C)I